FC1=C2NS(C=3C(=C(C=C(C(OCCC4=CC=CC=C4C(C(=C1)F)=C2)=O)C3)C)O)(=O)=O 20,22-difluoro-15-hydroxy-14-methyl-17,17-dioxo-10-oxa-17λ6-thia-18-azatetracyclo[17.3.1.112,16.02,7]tetracosa-1(23),2,4,6,12,14,16(24),19,21-nonaen-11-one